ClC1=CC=C(C[C@H]2CO[C@H](CN2C2CCC(CC2)C2=NN(C(=N2)C)C)C(=O)NCC)C=C1 (2R,5S)-5-(4-Chlorobenzyl)-4-(4-(1,5-dimethyl-1H-1,2,4-triazol-3-yl)cyclohexyl)-N-ethylmorpholin-2-carboxamid